BrC1=C(NC2=NC(=C3NC=NC3=N2)N)C=CC=C1 2-(2-bromoanilino)-6-aminopurine